C(C)(=O)N[C@@H](CSCC1C(C2CC3CCCC(N13)C2)=O)C(=O)O N-acetyl-S-((3-oxooctahydro-2H-2,6-methano-quinolizin-4-yl)methyl)-L-cysteine